1-(5,6-dimethyl-1H-benzo[d]imidazole-2-yl)ethan-1-one CC1=CC2=C(NC(=N2)C(C)=O)C=C1C